C(#N)C1=C(C(=O)[O-])C=CC(=C1)N1CC(OCC1)CO 2-cyano-4-(2-(hydroxymethyl)morpholino)benzoate